FC=1C(=NC(=NC1)N[C@@H]1C[C@@H](CCC1)C(=O)N)C1=CC(=CC=C1)C=1C(NC=CC1)=O (1R,3S)-3-((5-fluoro-4-(3-(2-oxo-1,2-dihydropyridin-3-yl)phenyl)pyrimidin-2-yl)amino)cyclohexane-1-carboxamide